N-(2-fluorobenzyl)-2,4-dihydroxy-5-isopropyl-N-propylbenzamide FC1=C(CN(C(C2=C(C=C(C(=C2)C(C)C)O)O)=O)CCC)C=CC=C1